ClC1=C(C(=NC=N1)N)OC(C(F)F)C 6-Chloro-5-((1,1-difluoropropan-2-yl)oxy)pyrimidin-4-amine